FC1=CC=C(C(=O)NC2CCC(CC2)NC2=CC=CC=3N2C=C(N3)C#N)C=C1 4-fluoro-N-[(1s,4s)-4-({2-cyanoimidazo[1,2-a]pyridin-5-yl}amino)cyclohexyl]benzamide